C(C)(=O)C=1C=C(C=CC1)C(C(C#N)(C)C)(F)F 3-(3-Acetylphenyl)-3,3-difluoro-2,2-dimethylpropanenitrile